O1N=C(C2=C1C=CC=C2)CC(=O)N2C(CC(C2)F)C(=O)NC(C2=CC=C(C=C2)C(C)C)C2=CC=CC=C2 1-[2-(1,2-benzoxazol-3-yl)acetyl]-4-fluoro-N-{phenyl[4-(propan-2-yl)phenyl]methyl}pyrrolidine-2-carboxamide